O[C@H]1CN(OC1)C(=O)C=1N(C=C2N(C(N(C(C21)=O)C)=O)CC2CC2)CC2=CC=CC1=CC=CC=C21 (S)-5-(4-hydroxyisoxazolidine-2-carbonyl)-1-cyclopropylmethyl-3-methyl-6-(naphthalen-1-ylmethyl)-1,6-dihydro-2H-pyrrolo[3,4-d]pyrimidine-2,4(3H)-dione